CN1C(C(=CC2=C1N=CN=C2N[C@H](C)C2=CC(=CC=C2)C(F)(F)F)[C@H]2CN(CCC2)C(=O)[O-])=O (S)-3-(8-methyl-7-oxo-4-(((R)-1-(3-(trifluoromethyl)phenyl)ethyl)amino)-7,8-Dihydropyrido[2,3-d]pyrimidin-6-yl)piperidine-1-carboxylate